BrC=1C=C(C(=O)N2CCN(CC2)CC(=O)N2CCCC23C(NC2=CC=CC=C2C3)=O)C=CC1 1-(2-(4-(3-bromobenzoyl)piperazin-1-yl)acetyl)-1',4'-dihydro-2'H-spiro[pyrrolidine-2,3'-quinoline]-2'-one